2-HYDROXYHEPTANE OC(C)CCCCC